tert-butyl 3-((4-((3-chloro-2-fluorophenyl)amino)quinazolin-6-yl)amino)azetidine-1-carboxylate ClC=1C(=C(C=CC1)NC1=NC=NC2=CC=C(C=C12)NC1CN(C1)C(=O)OC(C)(C)C)F